COC1(CCN(CC1)S(=O)(=O)C=1C=NN2C1OCCC2)C=2C(=CC=1N(C2)N=CN1)C 3-((4-methoxy-4-(7-methyl-[1,2,4]triazolo[1,5-a]pyridin-6-yl)piperidin-1-yl)sulfonyl)-6,7-dihydro-5H-pyrazolo[5,1-b][1,3]oxazine